C(C)(C)(C)OC(=O)N1CC(C(CC1)(F)F)C1=CNC(C=C1)=O 4,4-difluoro-3-(6-oxo-1,6-dihydropyridin-3-yl)piperidine-1-carboxylic acid tert-butyl ester